(E)-4-(3-(6-amino-5-carbamoyl-4'-sulfamoyl-[1,1'-biphenyl]-3-yl)acrylamido)benzoic acid NC1=C(C=C(C=C1C1=CC=C(C=C1)S(N)(=O)=O)/C=C/C(=O)NC1=CC=C(C(=O)O)C=C1)C(N)=O